CCCCCCCCC(CCCCCCCC)OC(CCCCCN(CCCN(CCCC(OCCCCCCCCCCC)=O)CCO)CCO)=O 6-((2-hydroxyethyl)(3-((2-hydroxyethyl)(4-oxo-4-(undecyloxy)butyl)amino)propyl)amino)hexanoic acid heptadecan-9-yl ester